2-[1-[4-[6-(cyclobutoxy)-2-pyridyl]-2,6-difluoro-phenyl]-4-piperidyl]acetic acid C1(CCC1)OC1=CC=CC(=N1)C1=CC(=C(C(=C1)F)N1CCC(CC1)CC(=O)O)F